FC1=CC=C(N[C@H]2[C@H](CN(CC2)C(=O)[O-])C)C=C1 (3S,4R)-4-(4-fluoroanilino)-3-methyl-piperidine-1-carboxylate